5-Bromo-2-(4-methyl-1,4-diazepan-1-yl)pyridin-3-amine BrC=1C=C(C(=NC1)N1CCN(CCC1)C)N